4-ethyl-2,3-dioxopiperazinoyl chloride C(C)N1C(C(N(CC1)C(=O)Cl)=O)=O